S(N)(=O)(=O)C1=C2C=CC(=CC2=CC=C1)CC(=O)OC methyl (5-sulfamoylnaphthalen-2-yl)acetate